FC(C1=C(C(=NO1)C=1C=NC(=CC1)C)COC1=CC=C(C=N1)C(=O)NC1CCOCC1)F 6-((5-(difluoromethyl)-3-(6-methyl-3-pyridyl)isoxazol-4-yl)methoxy)-N-tetrahydropyran-4-yl-pyridine-3-carboxamide